BrC=1C(=C(C(=C(C1[N+](=O)[O-])F)[N+](=O)[O-])OC)[N+](=O)[O-] 3-bromo-5-fluoro-2,4,6-trinitroAnisole